C(C1=CC=CC=C1)OC(=O)N1C[C@H]([C@@H](CC1)CO)C1=CC=C(C=C1)N1N=CC=C1 (3R,4R)-3-(4-(1H-pyrazol-1-yl)phenyl)-4-(hydroxymethyl)piperidine-1-carboxylic acid benzyl ester